(2S)-2-[2-(1,1-difluoropropyl)-4-iodophenoxy]propionic acid FC(CC)(F)C1=C(O[C@H](C(=O)O)C)C=CC(=C1)I